PHENYLETHYL BROMIDE C1(=CC=CC=C1)CCBr